tert-Butyl N-(azetidin-3-ylmethyl)carbamate CC(C)(C)OC(=O)NCC1CNC1